CN1C[C@@H](CC1)OC=1C=C(C(=NC1)[N+](=O)[O-])NC1CCN(CC1)C(=O)OC(C)(C)C |r| (rac)-tert-Butyl 4-[[5-(1-methylpyrrolidin-3-yl)oxy-2-nitro-3-pyridyl]amino]piperidine-1-carboxylate